alpha-methyl-2-nitro-4-(2-propyne-1-yloxy)-5-methoxybenzyl alcohol CC(C1=C(C=C(C(=C1)OC)OCC#C)[N+](=O)[O-])O